NC(C(CCC(=O)O)N1C(C2=CC=C(C=C2C1)N1CCN(CC1)C(=O)OC(C)(C)C)=O)=O 5-amino-4-(5-(4-(tert-butoxycarbonyl)piperazin-1-yl)-1-oxoisoindolin-2-yl)-5-oxopentanoic acid